(R)-N-((3-chloro-2,4-difluoro-phenyl)(3-methyl-1-(1,1,1-trifluoropropan-2-yl)azetidin-3-yl)methylene)propane-2-sulfinamide ClC=1C(=C(C=CC1F)C(=N[S@](=O)C(C)C)C1(CN(C1)C(C(F)(F)F)C)C)F